C(C)(=O)OC1=CC=C(C(=O)OC2=CC=C(C=C2)CO)C=C1 4-(hydroxymethyl)phenyl 4-acetoxybenzoate